FC=1C=C(C=CC1)C1COC2=C(O1)C=CC(=C2)N 2-(3-fluorophenyl)-2,3-dihydrobenzo[b][1,4]dioxin-6-amine